C(C)(C)(C)OC(=O)N1C(CN(CC1)C(=O)OC(C)(C)C)(C(=O)O)C 1,4-bis(tert-butoxycarbonyl)-2-methylpiperazine-2-carboxylic acid